((5-(2,5-dimethoxyphenyl)-1H-pyrazol-3-yl)methyl)thio-1H-indole COC1=C(C=C(C=C1)OC)C1=CC(=NN1)CSN1C=CC2=CC=CC=C12